2-{4-[5-(3-Cyclopentyl-2,3,4,5-tetrahydro-1H-3-benzazepin-7-yl)-1H-pyrazolo[3,4-b]pyridin-3-yl]-3-fluorophenyl}propan-2-ol C1(CCCC1)N1CCC2=C(CC1)C=CC(=C2)C=2C=C1C(=NC2)NN=C1C1=C(C=C(C=C1)C(C)(C)O)F